C1(=CC=CC=C1)S(=O)(=O)C1=CC=C(S1)S(=O)(=O)NO 5-(phenylsulfonyl)-N-hydroxythiophene-2-sulfonamide